BrC1=CC=C(C=C1)C=1N=C(SC1)N(C(CCl)=O)CCCOC N-[4-(4-bromophenyl)thiazol-2-yl]-2-chloro-N-(3-methoxypropyl)acetamide